N1=NC(=NC=C1)C(=O)OCC ethyl 1,2,4-triazine-3-carboxylate